2-(4-cyclopropyl-6-methoxypyrimidin-5-yl)-5-ethyl-8-(4-(1-methyl-4-(trifluoromethyl)-1H-imidazol-2-yl)benzyl)-7,8-dihydropteridin-6(5H)-one C1(CC1)C1=NC=NC(=C1C1=NC=2N(CC(N(C2C=N1)CC)=O)CC1=CC=C(C=C1)C=1N(C=C(N1)C(F)(F)F)C)OC